(4-Bromo-2,6-difluoro-phenyl-methoxy-methylene)propanedinitrile BrC1=CC(=C(C(=C1)F)C(OC)=C(C#N)C#N)F